di-methyl-heptyl-phenyl-p-phenylenediamine CN(C1=CC=C(C=C1)N(C1=CC=CC=C1)CCCCCCC)C